6-((5-(6-chloro-4-fluoropyridin-3-yl)pyrazin-2-yl)methyl)-2-oxa-6-azaspiro[3.3]heptane ClC1=CC(=C(C=N1)C=1N=CC(=NC1)CN1CC2(COC2)C1)F